(E)-2,4-dibromo-6-(((2-(4-methoxybenzyl)-1H-benzo[d]imidazol-5-yl)imino)methyl)benzene-1,3-diol BrC1=C(C(=CC(=C1O)Br)/C=N/C1=CC2=C(NC(=N2)CC2=CC=C(C=C2)OC)C=C1)O